tert-butyl-5-(3-acrylamido-5-(((4,6-diethyl-2-oxo-1,2-dihydropyridin-3-yl)methyl)carbamoyl)-4-methylphenyl)pyridine C(C)(C)(C)C1=NC=C(C=C1)C1=CC(=C(C(=C1)C(NCC=1C(NC(=CC1CC)CC)=O)=O)C)NC(C=C)=O